NC1=NC=C(C=C1C(=O)N[C@@H]1[C@H](CCC1)OCC1=CC=C(C=C1)C=1C=C2CC[C@H](C2=CC1)N1CCN(CC1)CC(CO)O)C=1C=NN(C1)C 2-amino-N-{(1S,2S)-2-[(4-{(1R)-1-[4-(2,3-dihydroxypropyl)piperazin-1-yl]-2,3-dihydro-1H-inden-5-yl}phenyl)methoxy]cyclopentyl}-5-(1-methyl-1H-pyrazol-4-yl)pyridine-3-carboxamide